ClC=1C=C(C[C@@H](C(=O)NO)CCCCN(C)CC2=NC=C(C=C2)F)C=C(C1F)Cl (S)-2-(3,5-dichloro-4-fluorobenzyl)-6-(((5-fluoropyridin-2-yl)methyl)(methyl)amino)-N-hydroxyhexanamide